4-amino-3-iodo-7-oxo-6,7-dihydro-1H-pyrrolo[2,3-d]pyridazine NC=1C2=C(C(NN1)=O)NC=C2I